FC=1C=C2CCCN(C2=CC1)C(CNC(OC(C)(C)C)=O)=O tert-butyl (2-(6-fluoro-3,4-dihydroquinolin-1(2H)-yl)-2-oxoethyl)carbamate